4-(4-maleimidophenyl)butyric acid C1(C=CC(N1C1=CC=C(C=C1)CCCC(=O)O)=O)=O